N1N=CC2=CC=CC(=C12)C1=CC(=C2C(=N1)C(=NN2C(C)C)C)NCC=2C=NN(C2)C 5-(1H-indazol-7-yl)-1-isopropyl-3-methyl-N-[(1-methylpyrazol-4-yl)methyl]pyrazolo[4,3-b]pyridin-7-amine